O=C1NCC2=C(C=CC=C12)NC=C1C(CC(CC1=O)C1=CC=CC=C1)=O 2-(((1-oxoisoindolin-4-yl)amino)methylene)-5-phenylcyclohexane-1,3-dione